3-Maleimidopropanoic acid C1(C=CC(N1CCC(=O)O)=O)=O